(2S,4R)-4-isopropoxypyrrolidine-2-carboxylic acid C(C)(C)O[C@@H]1C[C@H](NC1)C(=O)O